BrC=1C=C(NC2(CCC3(C(=CC4=CC=CC=C34)I)CC2)C(=O)N)C=CC1 (1s,4s)-4-(3-bromoanilino)-2'-iodospiro[cyclohexane-1,1'-indene]-4-carboxamide